CN1C=C(C2=CC=CC=C12)CC(=O)NC=1SC=C(N1)C1=C(NC2=CC=CC=C12)C 2-(1-methyl-1H-indol-3-yl)-N-[4-(2-methyl-1H-indol-3-yl)thiazol-2-yl]Acetamide